C(C1=CC=CC=C1)(=O)O[C@H]1O[C@@H]([C@H]([C@@]1(C#C)OC(C1=CC=CC=C1)=O)OC(C1=CC=CC=C1)=O)COC(C1=CC=CC=C1)=O (2R,3R,4R,5R)-5-((benzoyloxy)methyl)-3-ethynyltetrahydrofuran-2,3,4-triyl tribenzoate